N1C=CC=2C1=NC=C(C2)C=2C=C(C(=O)N)C=CC2 3-(1H-pyrrolo[2,3-b]pyridin-5-yl)benzamide